2-((2-(3,4-Dimethoxyphenyl)-3-isopropyl-1H-indol-5-yl)oxy)-N-(2-hydroxy-2-methylpropyl)acetamid COC=1C=C(C=CC1OC)C=1NC2=CC=C(C=C2C1C(C)C)OCC(=O)NCC(C)(C)O